4,5-dicarboxytriazole C(=O)(O)C=1N=NNC1C(=O)O